N-(2-(4-Cyanothiazolidin-3-yl)-2-oxoethyl)-6-(4-ethoxytetrahydro-2H-pyran-4-yl)quinoline-4-carboxamide C(#N)C1N(CSC1)C(CNC(=O)C1=CC=NC2=CC=C(C=C12)C1(CCOCC1)OCC)=O